neodymium bis(1-methyl heptyl) phosphate P(=O)(OC(CCCCCC)C)(OC(CCCCCC)C)[O-].[Nd+3].CC(CCCCCC)OP(=O)(OC(CCCCCC)C)[O-].CC(CCCCCC)OP(=O)(OC(CCCCCC)C)[O-]